(4-amino-7-fluoroimidazo[1,5-a]quinoxalin-8-yl)((5R,9S)-2-chloro-5,7,8,9-tetrahydro-6H-5,9-methanopyrido[3,2-c]azepin-6-yl)methanone NC=1C=2N(C3=CC(=C(C=C3N1)F)C(=O)N1[C@H]3C4=C([C@@H](CC1)C3)N=C(C=C4)Cl)C=NC2